OCCN(C1CCN(CC1)C=1C=C(C=2N(C(C=C(N2)C2=NN3C(C(=NC(=C3)C)C)=C2)=O)C1)C)CCO 7-{4-[bis(2-hydroxyethyl)amino]piperidin-1-yl}-2-(4,6-dimethylpyrazolo[1,5-a]pyrazin-2-yl)-9-methyl-4H-pyrido[1,2-a]pyrimidin-4-one